CN(C)C(=CC1=CC=CC=C1)C=1C(N(C2=CC=CC=C2C1)C)NCCCO ((dimethylamino)styryl)-2-((3-hydroxypropyl)amino)-1-methylquinoline